C1(CC1)C1=NNC(=C1)NC(C(C)C=1C=NN(C1)C1=CC(=CC(=C1)OC)F)=O N-(3-cyclopropyl-1H-pyrazol-5-yl)-2-(1-(3-fluoro-5-methoxyphenyl)-1H-pyrazol-4-yl)propanamide